O=C1NC(CCC1N1C(C2=CC=CC(=C2C1=O)OCC(=O)NCCOCCOCCOCCOCCO)=O)=O 2-((2-(2,6-dioxopiperidin-3-yl)-1,3-dioxoisoindolin-4-yl)oxy)-N-(14-hydroxy-3,6,9,12-tetraoxatetradecyl)acetamide